C1(=CC=CC=C1)B(O)OBO phenyl-diboronic acid